C[Si](OC=1CCOCC1C)(C)C trimethyl-((5-methyl-3,6-dihydro-2H-pyran-4-yl)oxy)silane